5-chloro-N-(pyridin-4-ylmethyl)furo[3,2-b]pyridin-7-amine ClC1=CC(=C2C(=N1)C=CO2)NCC2=CC=NC=C2